4-(((perfluorophenoxy)carbonyloxy)methyl)phenyl 2-(dimethylamino)ethyl(methyl)carbamate CN(CCN(C(OC1=CC=C(C=C1)COC(=O)OC1=C(C(=C(C(=C1F)F)F)F)F)=O)C)C